2-(2,6-Dimethyl-4-((4-(4-(trifluoromethoxy)benzyl)piperazin-1-yl)methyl)phenoxy)-2-methylpropanoic acid CC1=C(OC(C(=O)O)(C)C)C(=CC(=C1)CN1CCN(CC1)CC1=CC=C(C=C1)OC(F)(F)F)C